COCC=1N(C(=CC1C(=O)OCC)C(C(N[C@H](C(F)(F)F)C)=O)=O)C ethyl (S)-2-(methoxymethyl)-1-methyl-5-(2-oxo-2-((1,1,1-trifluoroprop-2-yl)amino)acetyl)-1H-pyrrole-3-carboxylate